BrC1=CC=C2C(CNC2=C1)(F)F 6-Bromo-3,3-difluoro-1,3-dihydro-2H-indol